1-[(5R,8aS)-5-methyl-3-(1-methyl-1H-pyrrolo[2,3-b]pyridin-4-yl)-5,6,8a,9-tetrahydro-8H-7,10-dioxa-2,4,4b-triazaphenanthren-1-ylmethyl]-1H-[1,2,3]triazole-4-carboxylic acid methyl ester COC(=O)C=1N=NN(C1)CC1=NC(=NC=2N3[C@@H](COC[C@H]3COC12)C)C1=C2C(=NC=C1)N(C=C2)C